3-(2,3-difluorophenyl)pyrazolo[1,5-a]Pyridine FC1=C(C=CC=C1F)C=1C=NN2C1C=CC=C2